4-(4-Cyano-4-phenylpiperidin-1-yl)-N-(1-(2-(cyclopropylamino)-2-oxoethyl)-1H-pyrazol-4-yl)-6-fluoroquinoline-3-carboxamide C(#N)C1(CCN(CC1)C1=C(C=NC2=CC=C(C=C12)F)C(=O)NC=1C=NN(C1)CC(=O)NC1CC1)C1=CC=CC=C1